FC=1C(=CC(=NC1)N1N=C(C(=C1C)C(=O)NCCO)C)OC1CN(C1)C(=O)N1N=CC[C@H]1C1=CC(=CC=C1)F (S)-1-(5-fluoro-4-((1-(5-(3-fluorophenyl)-4,5-dihydro-1H-pyrazole-1-carbonyl)azetidin-3-yl)oxy)pyridin-2-yl)-N-(2-hydroxyethyl)-3,5-dimethyl-1H-pyrazole-4-carboxamide